7-Hydroxyindolin OC=1C=CC=C2CCNC12